3-(4-(6-(phenylsulfonyl)-2-(trifluoromethyl)imidazo[4,5-d]pyrrolo[2,3-b]pyridin-1(6H)-yl)-1H-pyrazol-1-yl)propanenitrile C1(=CC=CC=C1)S(=O)(=O)N1C=CC=2C1=NC=C1C2N(C(=N1)C(F)(F)F)C=1C=NN(C1)CCC#N